N-((4-((((R)-1,4-dioxan-2-yl)methyl)amino)-3-nitrophenyl)sulfonyl)-3-((1H-pyrrolo[2,3-b]pyridin-5-yl)oxy)-4'-((S)-2-(2-cyclopropylphenyl)pyrrolidin-1-yl)-[1,1'-biphenyl]-4-carboxamide O1[C@@H](COCC1)CNC1=C(C=C(C=C1)S(=O)(=O)NC(=O)C1=C(C=C(C=C1)C1=CC=C(C=C1)N1[C@@H](CCC1)C1=C(C=CC=C1)C1CC1)OC=1C=C2C(=NC1)NC=C2)[N+](=O)[O-]